4-[(1E)-2-[5,6,7,8-tetrahydro-5,5,8,8-tetramethyl-3-(1H-pyrazol-1-ylmethyl)-2-naphthalenyl]-vinyl]benzoic acid CC1(C=2C=C(C(=CC2C(CC1)(C)C)/C=C/C1=CC=C(C(=O)O)C=C1)CN1N=CC=C1)C